2-[1-(4-ethylphenyl)ethyl]-1,3-dioxane-5-carbaldehyde C(C)C1=CC=C(C=C1)C(C)C1OCC(CO1)C=O